C[S+](C1=CC=C(C=C1)S)(C)=O dimethyl-(p-mercaptophenyl)sulfonium oxide